C(CCC)C1(CS(C2=C(N(C1)C1=CC=C(C=C1)F)C=C(C(=C2)O/C=C/C(=O)O)SC)(=O)=O)CC (E)-3-((3-butyl-3-ethyl-5-(4-fluorophenyl)-7-(methylthio)-1,1-dioxido-2,3,4,5-tetrahydro-1,5-benzothiazepin-8-yl)oxy)acrylic acid